C(C=C)(=O)O.C(C=C)(=O)O.SCCSCCS mercaptoethylsulfide diacrylate